4-bromo-6-methyl-1-((2-(trimethylsilyl)ethoxy)methyl)-1,6-dihydro-7H-pyrazolo[3,4-c]pyridin-7-one BrC=1C2=C(C(N(C1)C)=O)N(N=C2)COCC[Si](C)(C)C